C(C1=CC=CC=C1)NC(=O)C1=C(C(=C(C(=C1)Cl)Cl)C(=O)NC1=CC=C(C=C1)OC(F)F)F N1-benzyl-4,5-dichloro-N3-[4-(difluoromethoxy)phenyl]-2-fluorobenzene-1,3-dicarboxamide